COC1=CC(=NC=C1)C=O p-methoxypyridineformaldehyde